(4,5-dihydro-1H-imidazol-2-ylmethyl)-[4-(4-methoxy-benzyl)-phenyl]-amine N1C(=NCC1)CNC1=CC=C(C=C1)CC1=CC=C(C=C1)OC